C(C)(C)(C)OC(=O)N1C=2C=CC=C3C=C(N(CC1)C32)C=O 2-formyl-1,9-diazatricyclo[6.3.1.04,12]dodeca-2,4,6,8(12)-tetraene-9-carboxylic acid tert-butyl ester